OC1=CC=C(CN2C(C3=CC=C(C=C3C2=O)OC2=CC=CC=C2)=O)C=C1 2-(4-hydroxybenzyl)-5-phenoxyisoindoline-1,3-dione